COC(=O)C12CC(C1)(C2)CO[Si](C)(C)C(C)(C)C.CC(=CCCN(S(=O)(=O)C2=CC=C(C)C=C2)CC#C)C N-(4-methyl-3-pentenyl)-N-propargyl-p-toluenesulfonamide methyl-3-(((tertbutyldimethylsilyl)oxy)methyl)bicyclo[1.1.1]pentane-1-carboxylate